CN1C2=C(OC[C@@H](C1=O)NC(=O)C=1SC(=CN1)CC1=NC=CC=C1)C=CC=N2 (S)-N-(5-methyl-4-oxo-2,3,4,5-tetrahydropyrido[3,2-b][1,4]oxazepin-3-yl)-5-(pyridin-2-ylmethyl)thiazole-2-carboxamide